NC[C@@H]1CN(CCO1)C(=O)OCC1C2=CC=CC=C2C=2C=CC=CC12 9H-fluoren-9-ylmethyl (2R)-2-(aminomethyl)morpholine-4-carboxylate